NC1=NN(C2=NC(=CC=C21)[C@@H]2[C@H](C2)F)C(=O)C2=C(C=CC=C2)OC |r| (3-amino-6-((1RS,2SR)-2-fluorocyclopropyl)-1H-pyrazolo[3,4-b]pyridin-1-yl)(2-methoxyphenyl)methanone